ClC1=CC(=NC(=C1C#N)Cl)C(=O)N(C)C 4,6-dichloro-5-cyano-N,N-dimethylpicolinamide